C(C)(C)(C)OC(=O)N1C[C@H](CC1)[C@@H](C(=O)N1C(OC[C@@H]1CC1=CC=CC=C1)=O)CC1=CC(=CC=C1)SCC1=CC=CC=C1 (3R)-3-[(1S)-2-[(4S)-4-benzyl-2-oxo-oxazolidin-3-yl]-1-[(3-benzylsulfanylphenyl)methyl]-2-oxoethyl]pyrrolidine-1-carboxylic acid tert-butyl ester